FC1CC(N(C1)C(CC1=NC(=CC=C1)OC)=O)C(=O)NC(C1=CC=C(C=C1)C(C)C)C1=CC=CC=C1 4-fluoro-1-[2-(6-methoxypyridin-2-yl)acetyl]-N-{phenyl-[4-(prop-2-yl)phenyl]methyl}pyrrolidine-2-carboxamide